2-methylpropan-2-yl 6-bromo-3,4-dihydro-2H-benzo[1,4]oxazine-4-carboxylate BrC=1C=CC2=C(N(CCO2)C(=O)OC(C)(C)C)C1